3-(2,5-dichloropyrimidin-4-yl)-6-methyl-1H-indol-7-ol ClC1=NC=C(C(=N1)C1=CNC2=C(C(=CC=C12)C)O)Cl